N(=C=O)CC1C2C(CC(C1)C2)CN=C=O 2,6-diisocyanatomethyl-bicyclo[2.2.1]-heptane